tert-butyl (3-((4-aminobutyl)(methyl)amino)propyl)carbamate NCCCCN(CCCNC(OC(C)(C)C)=O)C